N-({2-[5-chloro-2-(2H-1,2,3-triazol-2-yl)benzoyl]-4-methyl-2-azabicyclo[3.1.1]hept-3-yl}methyl)-6-fluoro-1,3-benzothiazol-2-amine ClC=1C=CC(=C(C(=O)N2C3CC(C(C2CNC=2SC4=C(N2)C=CC(=C4)F)C)C3)C1)N1N=CC=N1